tert-butyl 4-(((8-isopropyl-2-((tetrahydro-2H-pyran-4-yl)amino)pyrazolo[1,5-a][1,3,5]triazine-4-yl)amino)methyl)piperidine-1-carboxylate C(C)(C)C=1C=NN2C1N=C(N=C2NCC2CCN(CC2)C(=O)OC(C)(C)C)NC2CCOCC2